3-(Bromomethyl)benzonitrile BrCC=1C=C(C#N)C=CC1